8-(3,5-dichlorophenyl)-4-(morpholin-4-yl)-1,7-naphthyridine-3-carboxylic acid ethyl ester C(C)OC(=O)C=1C=NC2=C(N=CC=C2C1N1CCOCC1)C1=CC(=CC(=C1)Cl)Cl